O=C1NC(CCC1N1C(C2=CC=C(C=C2C1=O)N1CCC(CC1)CN1CC(C1)C1=NN=C(S1)C=1C(=CC=NC1)NC)=O)=O 5-(5-(1-((1-(2-(2,6-dioxopiperidin-3-yl)-1,3-dioxoisoindoline-5-yl)piperidin-4-yl)methyl)azetidin-3-yl)-1,3,4-thiadiazol-2-yl)-4-(methylamino)pyridine